1-(2-(1-(6-(1-ethyl-1H-pyrazol-4-yl)pyrrolo[2,1-f][1,2,4]triazin-4-yl)-1,2,3,6-tetrahydropyridin-4-yl)pyrimidin-5-yl)-1-(2,4,6-trifluorophenyl)ethan-1-ol C(C)N1N=CC(=C1)C=1C=C2C(=NC=NN2C1)N1CCC(=CC1)C1=NC=C(C=N1)C(C)(O)C1=C(C=C(C=C1F)F)F